C(#N)C1=CC=C(C=C1)C1=CN=CC2=C1SCCN2S(=O)(=O)C2CC(C2)NS(=O)(=O)C2=CC=C(C#N)C=C2 4-((3-((8-(4-cyanophenyl)-2,3-dihydro-4H-pyrido[4,3-b][1,4]thiazin-4-yl)sulfonyl)-1-cyclobutylamino)sulfonyl)benzonitrile